chloro-acrylate ClC(C(=O)[O-])=C